carbonyl-benzene-sulfonyl fluoride C(=O)=C1C(C=CC=C1)S(=O)(=O)F